fluorophosphonite FP([O-])[O-]